(R)-N2-(5-(1-amino-1-(3-cyanophenyl)-3-cyclopropyl-propyl)-2-fluorophenyl)-N1-(4-chlorophenyl)-4-oxopyrrolidine-1,2-dicarboxamide NC(CCC1CC1)(C1=CC(=CC=C1)C#N)C=1C=CC(=C(C1)NC(=O)[C@@H]1N(CC(C1)=O)C(=O)NC1=CC=C(C=C1)Cl)F